CC(CCN)(C)NC=1C2=C(N=C(N1)C1=CC=NC=C1)C=NC=C2 3-methyl-N3-(2-(pyridin-4-yl)pyrido[3,4-d]pyrimidin-4-yl)butane-1,3-diamine